bis(3-(triethoxysilyl)propyl)pyridine-2,6-dicarboxamide C(C)O[Si](CCCC=1C=C(C(=NC1C(=O)N)C(=O)N)CCC[Si](OCC)(OCC)OCC)(OCC)OCC